4-(TRIFLUOROMETHYL)BENZYLISOCYANIDE FC(C1=CC=C(C[N+]#[C-])C=C1)(F)F